S(=O)(=O)(C1=CC=C(C)C=C1)OCCO[C@@H]([C@@H](C)OCCOCC(=O)O)C 2-(2-((2R,3R)-3-(2-(tosyloxy)ethoxy)but-2-yloxy)ethoxy)acetic acid